(S)-2-(1-(4-chloro-2-oxo-1,2-dihydropyridin-3-yl)cyclopropane-1-carboxamido)-4-(((S)-3-fluoro-2-methoxypropyl)(4-(5,6,7,8-tetrahydro-1,8-naphthyridin-2-yl)butyl)amino)butanoic acid ClC1=C(C(NC=C1)=O)C1(CC1)C(=O)N[C@H](C(=O)O)CCN(CCCCC1=NC=2NCCCC2C=C1)C[C@@H](CF)OC